3-chloro-5-phenyl-9H-carbazole ClC=1C=CC=2NC3=CC=CC(=C3C2C1)C1=CC=CC=C1